tris[(p-methoxyphenyl)thio]phosphine COC1=CC=C(C=C1)SP(SC1=CC=C(C=C1)OC)SC1=CC=C(C=C1)OC